C(C)(C)(C)OC(NC1=C(SC(=C1)C=C)Br)=O (2-bromo-5-vinylthiophen-3-yl)carbamic acid tert-butyl ester